CC1=C(C(=O)N(N1C)C2=CC=CC=C2)N Aminoantipyrine